C(C)(C)C1=NC(=C2C(=N1)N(N=C2)C(C)CCC)NC=2N=CN(C2)C2=CC(=C(C(=C2)OC)OC)OC 6-isopropyl-1-(pentan-2-yl)-N-(1-(3,4,5-trimethoxyphenyl)-1H-imidazol-4-yl)-1H-pyrazolo[3,4-d]pyrimidin-4-amine